ClC=1C=NN(C(C1C)=O)CC(=O)NC1=CC(=C(C=C1)C)S(NCC1=NC=CC=C1)(=O)=O 2-(4-chloro-5-methyl-6-oxopyridazin-1(6H)-yl)-N-(4-methyl-3-(N-(pyridin-2-ylmethyl)sulfamoyl)phenyl)acetamide